((R)-3-(3-(((tert-butyldiphenylsilyl)oxy)methyl)-4-methylphenyl)-2-methyl-3-(8-methyl-3-(trifluoromethyl)-[1,2,4]triazolo[4,3-a]pyridin-7-yl)propanoyl)oxazolidin-2-one [Si](C1=CC=CC=C1)(C1=CC=CC=C1)(C(C)(C)C)OCC=1C=C(C=CC1C)C([C@H](C(=O)N1C(OCC1)=O)C)C1=C(C=2N(C=C1)C(=NN2)C(F)(F)F)C